(S)-N-phenyl-4-((1-((4-chlorophenyl)amino)-1-oxopropan-2-yl)oxy)benzamide C1(=CC=CC=C1)NC(C1=CC=C(C=C1)O[C@H](C(=O)NC1=CC=C(C=C1)Cl)C)=O